3-azabicyclo[3.1.1]Heptane-3-carboxylic acid tert-butyl ester C(C)(C)(C)OC(=O)N1CC2CC(C1)C2